FC=1C(=C(CNC(=O)C2=NOC(=N2)C2(CC2)C(F)(F)F)C=CC1C1=NC=NC(=N1)NC1=NN(C=C1)C)C N-(3-fluoro-2-methyl-4-(4-((1-methyl-1H-pyrazol-3-yl)amino)-1,3,5-triazin-2-yl)benzyl)-5-(1-(trifluoromethyl)cyclopropyl)-1,2,4-oxadiazole-3-carboxamide